3-(6-((3S,4R)-4-((3,9-diazaspiro[5.5]undecan-3-yl)methyl)-3-methylpiperidin-1-yl)-5-fluoro-1-methyl-1H-indazol-3-yl)piperidine-2,6-dione C1CN(CCC12CCNCC2)C[C@H]2[C@@H](CN(CC2)C2=C(C=C1C(=NN(C1=C2)C)C2C(NC(CC2)=O)=O)F)C